4-chloro-2-((2,2,2-trifluoroethyl)amino)pyrimidine-5-carbonitrile ClC1=NC(=NC=C1C#N)NCC(F)(F)F